ClC1=CC=2C3=C(C(=NC2C(=C1C1=C2C=NNC2=CC(=C1C)C)F)N1CC(C1)N(C)C)C=NN3[C@@H]3C[C@H](N(CC3)C(C(=C)F)=O)CC#N 2-((2S,4S)-4-(8-chloro-7-(5,6-dimethyl-1H-indazol-4-yl)-4-(3-(dimethylamino)azetidin-1-yl)-6-fluoro-1H-pyrazolo[4,3-c]quinolin-1-yl)-1-(2-fluoroacryloyl)piperidin-2-yl)acetonitrile